OC1=C(C(=CC(=C1)CCC)O)C1=C2CC(N(C2=C(C=C1C)F)C)=O 4-(2,6-Dihydroxy-4-propylphenyl)-7-fluoro-1,5-dimethylindolin-2-one